C1(CC1)C1=C(C=CC(=C1)OC)C=1N(C(C2=C(N1)SC1=C2C=CC(=C1O)F)=O)CC1=CN=CO1 2-(2-cyclopropyl-4-methoxyphenyl)-7-fluoro-8-hydroxy-3-(oxazol-5-ylmethyl)benzo[4,5]thieno[2,3-d]pyrimidin-4(3H)-one